Benzyl 8-bromo-5-oxo-4,4a,5,6-tetrahydro-1H-pyrazino[1,2-a]quinoxaline-3(2H)-carboxylate BrC=1C=C2NC(C3N(C2=CC1)CCN(C3)C(=O)OCC3=CC=CC=C3)=O